10,10,11,11-tetrakis(4-hexadecylphenyl)-10,11-dihydrodiindeno[1,2-b:2',1'-d]thiophene C(CCCCCCCCCCCCCCC)C1=CC=C(C=C1)C1(C=2C=CC=CC2C=2SC3=C(C21)C(C2=CC=CC=C23)(C2=CC=C(C=C2)CCCCCCCCCCCCCCCC)C2=CC=C(C=C2)CCCCCCCCCCCCCCCC)C2=CC=C(C=C2)CCCCCCCCCCCCCCCC